BrC=1C=CC(=NC1)C 5-bromo-2-picoline